3,5-dibromo-1-(3-(trifluoromethyl)bicyclo[1.1.1]pentan-1-yl)-1H-pyrazole BrC1=NN(C(=C1)Br)C12CC(C1)(C2)C(F)(F)F